OC1C(CCC1)(C(=O)O)C(=O)O hydroxycyclopentanedioic acid